5-(1,1-difluorobut-3-en-1-yl)-1,3,4-thiadiazol-2-amine FC(CC=C)(F)C1=NN=C(S1)N